cyclohexadecane-1,5-dione C1(CCCC(CCCCCCCCCCC1)=O)=O